ClC1=CC(=C(C=C1)C1=NC(=NN1C1=C(C=C(C=C1)F)F)OCC(=O)OC)F Methyl {[5-(4-chloro-2-fluorophenyl)-1-(2,4-difluorophenyl)-1H-1,2,4-triazol-3-yl]oxy}acetate